C(C)OC(C[C@@H](C=1C=C(C=C(C1)OC)C1=C(C=C(C=C1)F)F)N([C@H](C)C1=CC=CC=C1)CC1=CC=CC=C1)=O (S)-3-(benzyl-((R)-1-phenylethyl)amino)-3-(2',4'-difluoro-5-methoxybiphenyl-3-yl)propionic acid ethyl ester